C(=O)(OC(C)(C)C)NC1(CCCCC1)N N-Boc-cis-cyclohexanediamine